NC(C(=O)O)CCCC(=O)O.N1(CCC1)C(=O)C1=CC=C(C=C1)C1=CNC2=NC=CC(=C21)OC2=C(C=C(C=C2F)NC=2OCC(CN2)(C)C)F azetidin-1-yl-(4-(4-(4-((5,5-dimethyl-5,6-Dihydro-4H-1,3-oxazin-2-yl)amino)-2,6-difluorophenoxy)-1H-pyrrolo[2,3-b]pyridin-3-yl)phenyl)Methanone alpha-amino-adipate